BrC=1C(=NC=C(C1)F)NC1=CC(NC(C1)(C)C)=O 4-((3-bromo-5-fluoropyridin-2-yl)amino)-6,6-dimethyl-5,6-dihydropyridin-2(1H)-one